tert-Butyl [(1-benzyl-5-oxo-4,5-dihydro-1H-pyrazol-3-yl)methyl]methylcarbamate C(C1=CC=CC=C1)N1N=C(CC1=O)CN(C(OC(C)(C)C)=O)C